NCCC=1CCC(=CC1)O 3H-tyramine